ClC=C\C(=C/CC=C(C)C)\C (Z)-8-Chloro-2,6-dimethyl-2,5-octadienene